3,8-dimethyl-1,2,3,3a,4,9-hexahydropyrrolo[2,1-b]quinazolin-9-one CC1CCN2C1NC=1C=CC=C(C1C2=O)C